C(C=C)(=O)N1CC(CC1)N1N=C(C2=CC=CC(=C12)C#N)C1=CC=C(C=C1)C(F)(F)F 1-(1-acryloylpyrrolidin-3-yl)-3-(4-(trifluoromethyl)phenyl)-1H-indazole-7-carbonitrile